FC=1C=CC(=C(C1)B(O)O)OCOC (5-fluoro-2-(methoxymethoxy)phenyl)boronic acid